methyl (methylamino)-L-leucinate CNN[C@@H](CC(C)C)C(=O)OC